COC(=O)C1N(CC(C1)=O)C(=O)OC(C)(C)C 4-Oxopyrrolidine-1,2-dicarboxylic acid (R)-1-tert-butyl 2-methyl ester